C[C@@H]1[C@@H](NCCN1)CO |o1:1,2| rel-((2R,3R)-3-methylpiperazin-2-yl)methanol